C(C)C1NCC(C(C1CC)CC)CC 2,3,4,5-tetraethyl-piperidine